CC(=CCCC(C=C)=C)C 7-methyl-3-methylideneocta-1,6-diene